C(CCCCC)C(C(=O)OCCN(CCN(CCN1CCN(CC1)CCN(CCC(C(=O)[O-])(CCCCCCCC)CCCCCC)CCC(C(=O)[O-])(CCCCCCCC)CCCCCC)CCOC(C(CCCCCCCC)CCCCCC)=O)CCOC(C(CCCCCCCC)CCCCCC)=O)CCCCCCCC ((2-(4-(2-((2-(bis(2-((2-Hexyldecanoyl)oxy)ethyl)amino)ethyl)(2-((2-hexyldecanoyl)oxy)ethyl)amino)ethyl)piperazin-1-yl)ethyl)azandiyl)bis(ethan-2,1-diyl)bis(2-hexyldecanoat)